1-(4-(3-(7-(1-ethyl-1H-imidazol-4-yl)-1,8-naphthyridin-4-yl)-6-methylimidazo[1,2-b]pyridazin-7-yl)phenyl)-N,N-dimethylamine C(C)N1C=NC(=C1)C1=CC=C2C(=CC=NC2=N1)C1=CN=C2N1N=C(C(=C2)C2=CC=C(C=C2)CNC)C